Methyl 4-bromo-2-chloro-5-methylbenzoate BrC1=CC(=C(C(=O)OC)C=C1C)Cl